(2S,4R)-1-((4-phenoxybenzoyl)glycyl)-4-(trifluoromethoxy)pyrrolidine-2-carboxylic acid methyl ester COC(=O)[C@H]1N(C[C@@H](C1)OC(F)(F)F)C(CNC(C1=CC=C(C=C1)OC1=CC=CC=C1)=O)=O